3-((3-bromophenyl)amino)-2-methyl-3-oxopropanoic acid BrC=1C=C(C=CC1)NC(C(C(=O)O)C)=O